OC1=C(CNC2=C3N=CN(C3=NC=N2)[C@H]2[C@@H](O)[C@H](O)[C@H](O2)CO)C=CC=C1 6-(2-Hydroxybenzylamino)-9-β-D-arabinofuranosylpurin